4-((5-(difluoromethyl)-2H-tetrazol-2-yl)(phenyl)methyl)piperidine-1-carboxylic acid tert-butyl ester C(C)(C)(C)OC(=O)N1CCC(CC1)C(C1=CC=CC=C1)N1N=C(N=N1)C(F)F